(5-fluoro-1H-pyrazolo[3,4-b]pyridin-3-yl)methanone FC=1C=C2C(=NC1)NN=C2C=O